C(=C)(C)C=1C(=NC(=CC1)C(F)(F)F)N 3-isopropenyl-6-(trifluoromethyl)pyridin-2-amine